[N+](=O)([O-])C1=NN(C=C1C=1C=C2CCNC(C2=CC1)=O)C=1C=C(C=CC1)NC(C#CCC)=O N-(3-(3-nitro-4-(1-oxo-1,2,3,4-tetrahydroisoquinolin-6-yl)-1H-pyrazol-1-yl)phenyl)pent-2-ynamide